2,4,6-trinitrometa-xylene [N+](=O)([O-])C1=C(C(=CC(=C1C)[N+](=O)[O-])[N+](=O)[O-])C